C(#N)C[C@@H]1N(CCN(C1)C(=O)OC1=CC=C(C=C1)[N+](=O)[O-])C(=O)OCC1=CC=CC=C1 1-benzyl 4-(4-nitrophenyl) (S)-2-(cyanomethyl)piperazine-1,4-dicarboxylate